iminoiodo-6-(morpholin-4-yl)pyridin N=C1C(N=C(C=C1)N1CCOCC1)I